5-[(2R,5S)-5-methyl-2-piperidyl]-2-[(1S)-1-methyl-2-pyrrolidin-1-yl-ethyl]-1,3-benzothiazole C[C@H]1CC[C@@H](NC1)C=1C=CC2=C(N=C(S2)[C@H](CN2CCCC2)C)C1